(R)-2-((3-aminotetrahydrothiophene-3-yl)methoxy)-4-(5-methoxyimidazo[1,2-a]pyridin-3-yl)-6-(methylthio)benzonitrile N[C@@]1(CSCC1)COC1=C(C#N)C(=CC(=C1)C1=CN=C2N1C(=CC=C2)OC)SC